C(C(=C)C)(=O)OCCN(C#N)C 2-methacryloyl-oxyethyl-methyl-cyanamide